(E)-4-bromo-2-{[(1-hydroxy-2-methylpropan-2-yl)imino]methyl}phenol BrC1=CC(=C(C=C1)O)/C=N/C(CO)(C)C